2-Cyclohexylquinolin-4(1H)-one C1(CCCCC1)C=1NC2=CC=CC=C2C(C1)=O